ClC1=C(C=CC=C1)C1=NOC(=C1C(=O)OC)C=1C=NN(C1C(F)(F)F)C[C@H](C)O methyl (S)-3-(2-chlorophenyl)-5-(1-(2-hydroxypropyl)-5-(trifluoromethyl)-1H-pyrazol-4-yl)isoxazole-4-carboxylate